C(C)OC(=O)C1=C(NC=2C1=NC=C(C2)Br)N 2-amino-6-bromo-1H-pyrrolo[3,2-b]pyridine-3-carboxylic acid ethyl ester